S1C(=CC=C1)C=1C=CC2C1C1=CC(=CC=C1CC2)C(=O)N 1-(thiophen-2-yl)-3a,5-dihydro-4H-cyclopenta[a]naphthalene-8-carboxamide